4-methoxy-2-(4-methyl-1H-pyrazol-1-yl)pyridine COC1=CC(=NC=C1)N1N=CC(=C1)C